BrC=1C=CC=C2C(C[C@](OC12)(C(=O)OC)C#CC1=CC=CC=C1)=O methyl (R)-8-bromo-4-oxo-2-(phenylethynyl)chromane-2-carboxylate